tert-Butyl 3-{1-[trans-4-(cyanomethyl)cyclohexyl]-1H-imidazo[4,5-d]thieno[3,2-b]pyridin-2-yl}azetidine-1-carboxylate C(#N)C[C@@H]1CC[C@H](CC1)N1C(=NC=2C1=C1C(=NC2)C=CS1)C1CN(C1)C(=O)OC(C)(C)C